Trimethylchlorosilane C[Si](Cl)(C)C